S1C=NC2=C1C=CC(=C2)C(C)N(C(C(=O)O)=O)C(C)C2CCOCC2 2-((1-(benzo[d]thiazol-5-yl)ethyl)(1-(tetrahydro-2H-pyran-4-yl)ethyl)amino)-2-oxoacetic acid